CSCCCC(C(=O)N)=C (3-(methylthio)propyl)acrylamide